1-(tert-butoxycarbonyl)-4-(4-chlorophenyl)piperidine-4-carboxylic acid C(C)(C)(C)OC(=O)N1CCC(CC1)(C(=O)O)C1=CC=C(C=C1)Cl